C(#N)C1=C(C(=CC=C1)C)N1CC(C1)C1=CC(=C(CN2CCC(CC2)C(=O)O)C(=C1)C)C 1-(4-(1-(2-cyano-6-methylphenyl)azetidin-3-yl)-2,6-dimethylbenzyl)-piperidine-4-carboxylic acid